FC1=C(C(=C(C(=C1[B-](C1=C(C(=C(C(=C1F)F)F)F)F)(C1=C(C(=C(C(=C1F)F)F)F)F)C1=C(C(=C(C(=C1F)F)F)F)F)F)F)F)F.C(CCCCCCCCCCCCC)[NH2+]CCCCCCCCCCCCCC ditetradecyl-ammonium tetrakis(pentafluorophenyl)borate